2-((5-(2,6-dichloro-4-(6-(difluoromethyl)-3,5-dioxo-4,5-dihydro-1,2,4-triazin-2(3H)-yl)phenoxy)-2-hydroxyphenyl)sulfonamido)acetamide ClC1=C(OC=2C=CC(=C(C2)S(=O)(=O)NCC(=O)N)O)C(=CC(=C1)N1N=C(C(NC1=O)=O)C(F)F)Cl